N=1NN=NC1C1=C(C=CC=C1)C1=NC(=CC(=C1)NC(CC1=C(C=CC=C1)F)=O)N(CCC)CC1=CC=CC=C1 N-(2-(2-(2H-tetrazol-5-yl)phenyl)-6-(benzyl(propyl)amino)pyridin-4-yl)-2-(2-fluorophenyl)acetamide